ClC=1C=C2C(=CN1)N(N=C2I)COCC[Si](C)(C)C 2-[(5-chloro-3-iodo-pyrazolo[3,4-c]pyridin-1-yl)methoxy]ethyl-trimethyl-silane